C(#N)C1CC(C1)C(=O)NC=1C=CC(=NC1)C=1N=NN(C1NC(O[C@H](C)C=1C(=NC=CC1)Cl)=O)C (R)-1-(2-chloropyridin-3-yl)ethyl (4-(5-((1s,3S)-3-cyanocyclobutane-1-carboxamido)pyridin-2-yl)-1-methyl-1H-1,2,3-triazol-5-yl)carbamate